5-(4,4-difluoropiperidin-3-yl)-3-(2,2,2-trifluoro-1-hydroxyethyl)pyridin-2-ol hydrochloride Cl.FC1(C(CNCC1)C=1C=C(C(=NC1)O)C(C(F)(F)F)O)F